5-(3-isopropyl-5-(piperidin-4-yl)-1H-indol-2-yl)-3-methoxy-1,4-dimethylpyridin-2(1H)-one C(C)(C)C1=C(NC2=CC=C(C=C12)C1CCNCC1)C=1C(=C(C(N(C1)C)=O)OC)C